3-hydroxyanthranilate OC1=C(C(C(=O)[O-])=CC=C1)N